5-(3,4,5-trimethoxyphenyl)Oxazole-4-carboxylic acid ethyl ester C(C)OC(=O)C=1N=COC1C1=CC(=C(C(=C1)OC)OC)OC